NC1=NC(N(C=C1F)[C@@H]1O[C@]([C@H]([C@@H]1F)O)(C=C=C)CO)=O 4-amino-5-fluoro-1-((2R,3S,4R,5R)-3-fluoro-4-hydroxy-5-(hydroxymethyl)-5-(propa-1,2-dien-1-yl)tetrahydrofuran-2-yl)pyrimidin-2(1H)-one